CCOP(=S)(OCC)SCN1C2=C(C=C(C=C2)Cl)OC1=O The molecule is a member of the class of 1,3-benzoxazoles carrying a [(diethoxyphosphorothioyl)sulfanyl]methyl group at the nitrogen atom, an oxo group at position 2 and a chloro group at position 6. It is an organothiophosphate insecticide. It has a role as an EC 3.1.1.7 (acetylcholinesterase) inhibitor, an EC 3.1.1.8 (cholinesterase) inhibitor, an acaricide and an agrochemical. It is an organothiophosphate insecticide, an organochlorine insecticide, a carbamate ester and a member of 1,3-benzoxazoles.